3-((3-((((3S,4S)-8-(6-amino-5-((2-amino-3-chloropyridin-4-yl)thio)pyrazin-2-yl)-3-methyl-2-oxa-8-azaspiro[4.5]decan-4-yl)amino)methyl)phenyl)amino)piperidine-2,6-dione NC1=C(N=CC(=N1)N1CCC2([C@@H]([C@@H](OC2)C)NCC=2C=C(C=CC2)NC2C(NC(CC2)=O)=O)CC1)SC1=C(C(=NC=C1)N)Cl